Diphenyl-thiophosphoryl isothiocyanate C1(=CC=CC=C1)P(=S)(C1=CC=CC=C1)N=C=S